2,3-Dichloro-6-{[2-(trimethylsilyl)ethoxy]methoxy}benzaldehyde ClC1=C(C=O)C(=CC=C1Cl)OCOCC[Si](C)(C)C